(S)-3-((4-(N-(4-bromo-2-(4-((tert-butoxycarbonyl) amino)-3-fluorophenoxy) benzoyl) sulfamoyl)-2-nitrophenyl) amino)-4-morpholinobutyrate BrC1=CC(=C(C(=O)NS(=O)(=O)C2=CC(=C(C=C2)N[C@@H](CC(=O)[O-])CN2CCOCC2)[N+](=O)[O-])C=C1)OC1=CC(=C(C=C1)NC(=O)OC(C)(C)C)F